ClC=1C=2OC=3C=CC=C4OC=5C=CC=CC5B(C34)C2C=CC1 4-chloro-5,9-dioxa-13b-boranaphtho[3,2,1-de]anthracene